N-(3-(2-chloro-3-(3-(4-acetylpiperazin-1-yl)propoxy)phenyl)anilino)benzisothiazol ClC1=C(C=CC=C1OCCCN1CCN(CC1)C(C)=O)C=1C=C(NN2SC3=C(C2)C=CC=C3)C=CC1